FC1([C@H](C1)N1C(C(=CC=C1)NC(=O)C=1C(=NC=2N(C1)C=C(N2)C21COC(C2)(C1)C)OC(C)C)=O)F N-[1-[(1S)-2,2-difluorocyclopropyl]-2-oxo-3-pyridyl]-7-isopropoxy-2-(1-methyl-2-oxabicyclo[2.1.1]hexan-4-yl)imidazo[1,2-a]pyrimidine-6-carboxamide